OC=1C=C(C=CC1O)/C=C/CC1OC2=C(C1=O)C=CC(=C2)O (Z)-2-((E)-3-(3,4-dihydroxyphenyl)allyl)-6-hydroxybenzofuran-3(2H)-one